2-(4-chloro-phenyl)-6-(4''-cyano-[1,1':4',1'']terphenyl-4-yl)-4-phenyl-benzoxazole ClC1=CC=C(C=C1)C=1OC2=C(N1)C(=CC(=C2)C2=CC=C(C=C2)C2=CC=C(C=C2)C2=CC=C(C=C2)C#N)C2=CC=CC=C2